ClC1=C(C=C2C(=CNC2=C1C1=NC=CC=N1)S(=O)(=O)NC1=NC(=C(C(=N1)OC)OCC(F)F)OC)F 6-chloro-N-[5-(2,2-difluoroethoxy)-4,6-dimethoxy-pyrimidin-2-yl]-5-fluoro-7-(2-pyrimidinyl)-1H-indole-3-sulfonamide